C(N)(=O)C1=CC=C(C=N1)NC(=O)[C@@H]1CC12CCN(CC2)C(=O)OC(C(F)(F)F)C(F)(F)F |r| 1,1,1,3,3,3-Hexafluoropropan-2-yl (±)-1-((6-carbamoylpyridin-3-yl)carbamoyl)-6-azaspiro[2.5]octan-6-carboxylat